ClC=1C=C(C=CC1C#C[Si](C)(C)C)CNC(OC(C)(C)C)=O tert-butyl N-[[3-chloro-4-(2-trimethylsilylethynyl)phenyl]methyl]carbamate